5-tert-butoxycarbonyl-3-methoxy-4,6,7,8-tetrahydropyrazolo[1,5-a][1,4]diazepine-2-carboxylic acid C(C)(C)(C)OC(=O)N1CC=2N(CCC1)N=C(C2OC)C(=O)O